N-[2-(5-Chloro-1H-indol-3-yl)ethyl]acetamide ClC=1C=C2C(=CNC2=CC1)CCNC(C)=O